3-amino-2,2-dimethyl-propanol NCC(CO)(C)C